(6-(2,5-dioxo-2,5-dihydro-1H-pyrrol-1-yl)hexanoyl)glycyl-L-prolyl-L-arginylglycyl-L-leucylglycylglycyl-L-phenylalanylglycine O=C1N(C(C=C1)=O)CCCCCC(=O)NCC(=O)N1[C@@H](CCC1)C(=O)N[C@@H](CCCNC(N)=N)C(=O)NCC(=O)N[C@@H](CC(C)C)C(=O)NCC(=O)NCC(=O)N[C@@H](CC1=CC=CC=C1)C(=O)NCC(=O)O